trifluoromethyl-sulfonate (triflate) OS(=O)(=O)C(F)(F)F.FC(F)(F)S(=O)(=O)O